CN1N=C(C=2C1=NN=C(C2)C=2C(NC(NC2)=O)=O)O[C@H](C(F)(F)F)C2=CC=CC=C2 5-[1-methyl-3-[(1S)-2,2,2-trifluoro-1-phenyl-ethoxy]pyrazolo[3,4-c]pyridazin-5-yl]-1H-pyrimidine-2,4-dione